ClC1=CC(=C(C(=O)N2C[C@H](N(CC2)C=2C=CC(=NC2C(=O)N[C@H]2CNC[C@H]2F)C=2C(=NC=CC2)OCC)CC)C=C1)C(F)(F)F 5-[(2R)-4-[4-chloro-2-(trifluoromethyl)benzoyl]-2-ethylpiperazin-1-yl]-2'-ethoxy-N-[(3s,4R)-4-fluoropyrrolidin-3-yl]-[2,3'-bipyridine]-6-carboxamide